BrC1=C2C=CN=C(C2=CC=C1)N(C(OC(C)(C)C)=O)C(=O)OC(C)(C)C tert-butyl N-(5-bromo-1-isoquinolyl)-N-tert-butoxycarbonyl-carbamate